C1(CC1)C=1C(C2=CC=CC=C2C(C1CC1=NC=C(C(=C1)C)F)=O)=O 2-cyclopropyl-3-((5-fluoro-4-methylpyridin-2-yl)methyl)naphthalene-1,4-dione